C(CCC)OC(CN1C=CC2=C1N=CN=C2N)=O.FC2=C(COC1=C(C(N(C(=C1)C)C=1C=C(C(=O)NCCOC)C=CC1)=O)Br)C=CC(=C2)F 3-(4-(2,4-difluorobenzyloxy)-3-bromo-6-methyl-2-oxopyridin-1(2H)-yl)-N-(2-methoxyethyl)benzamide butyl-2-(4-amino-7H-pyrrolo[2,3-d]pyrimidin-7-yl)acetate